thioacetic acid S-[2-(3-hydroxypropoxy)-[1,3,2]dioxasilinan-2-ylmethyl] ester OCCCO[Si]1(OCCCO1)CSC(C)=O